NC1=NC=NN2C1=C(C(=N2)C2=CC=C(C=C2)NC(C(=C)F)=O)C2=CC=C(C(=O)NCC1(CC1)F)C=C2 4-(4-amino-6-(4-(2-fluoroacrylamido)phenyl)pyrazolo[5,1-f][1,2,4]triazin-5-yl)-N-((1-fluorocyclopropyl)methyl)benzamide